(R)-1-(1-(1H-pyrazole-5-carbonyl)piperidin-3-yl)-3-((5-chloro-1H-indol-2-yl)methyl)-1-methylurea N1N=CC=C1C(=O)N1C[C@@H](CCC1)N(C(=O)NCC=1NC2=CC=C(C=C2C1)Cl)C